C[C@]12[C@H](OB(O1)CC1=C(C=CC=C1)S(=O)(=O)N)C[C@H]1C([C@@H]2C1)(C)C (((3aS,4S,6S,7aR)-3a,5,5-trimethylhexahydro-4,6-methanobenzo[d][1,3,2]dioxaborol-2-yl)methyl)benzenesulfonamide